CC1N(CCCC1)C=1C=C2C=CC(=CC2=CC1)C=O 6-(2-methylpiperidin-1-yl)-2-naphthaldehyde